C(C)(C)(C)OC(=O)N1CCN(CC1)C1=C(C=C(C=C1)Cl)F 4-(4-chloro-2-fluorophenyl)piperazine-1-carboxylic acid tert-butyl ester